3-methyl-5-(4-methyl-4,5,6,7-tetrahydro-1H-pyrazolo[4,3-c]pyridin-1-yl)-1,2,4-thiadiazole CC1=NSC(=N1)N1N=CC=2C(NCCC21)C